N1C(=NCC1)CN1C(C2=CC(=CC=C2C2(CCNCC2)C1=O)OC(C)C)C1CCC(CC1)C(C)C 2-((4,5-dihydro-1H-imidazol-2-yl)methyl)-7-isopropoxy-1-((1s,4s)-4-isopropylcyclohexyl)-1,2-dihydro-3H-spiro[isoquinoline-4,4-piperidin]-3-one